CC(C(CO)O)C(C(C)C)O 3,5-dimethyl-1,2,4-hexanetriol